1-Cyclopropyl-6,7-difluoro-1,4-dihydro-4-oxoquinoline-3-carboxylic acid C1(CC1)N1C=C(C(C2=CC(=C(C=C12)F)F)=O)C(=O)O